The molecule is a ketone that is acetone in which all the methyl hydrogens are replaced by fluoro groups. It is a ketone and a perfluorinated compound. C(=O)(C(F)(F)F)C(F)(F)F